N-{3-[6-({1,1-difluoro-3,9-diazaspiro[5.5]undecan-3-yl}methyl)-6'-[(3R)-3-methoxyoxolan-3-yl]-[3,4'-bipyridin]-2'-yl]-1-methylpyrrolo[2,3-c]pyridin-5-yl}acetamide trifluoroacetate FC(C(=O)O)(F)F.FC1(CN(CCC12CCNCC2)CC2=CC=C(C=N2)C2=CC(=NC(=C2)[C@]2(COCC2)OC)C2=CN(C1=CN=C(C=C12)NC(C)=O)C)F